C1(=CC=CC=C1)C1=C(C=NC=C1)NC(=O)C1=NC(=NC=C1)NC=1C=NC(=CC1)C(F)(F)F N-(4-phenylpyridin-3-yl)-2-((6-(trifluoromethyl)pyridin-3-yl)amino)pyrimidine-4-carboxamide